COC1=NC=CC(=N1)N1C[C@@H]2[C@H](C1)CC(C2)C(=O)N2N=CCC2C2=CC=CC=C2 (2-(3aR,6aS)-(2-methoxypyrimidin-4-yl)octahydrocyclopenta[c]pyrrol-5-yl)(5-phenyl-4,5-dihydro-1H-pyrazol-1-yl)methanone